5-bromo-7-(5-(4-chlorophenyl)-2-phenyloxazol-4-yl)-1,7-naphthyridin-8(7H)-one BrC=1C=2C=CC=NC2C(N(C1)C=1N=C(OC1C1=CC=C(C=C1)Cl)C1=CC=CC=C1)=O